2,4,6-trifluorotrichlorotoluene FC1=C(C(Cl)(Cl)Cl)C(=CC(=C1)F)F